propyl propanedioate C(CC(=O)[O-])(=O)OCCC